C(=O)OCC1=CC(=CC=C1)N1CC(CCC1)=O [3-(3-oxopiperidin-1-yl)phenyl]methyl formate